2-Chloro-1-propyl-8-[1-(4-trifluoromethyl-benzyl)-1H-pyrazol-4-yl]-1,7-dihydro-purin-6-one ClC=1N(C(C=2NC(=NC2N1)C=1C=NN(C1)CC1=CC=C(C=C1)C(F)(F)F)=O)CCC